4-chloro-3-(5,7-difluoro-6-(2-methyl-1H-imidazol-4-yl)-4-oxo-1,4-dihydroquinolin-2-yl)benzonitrile ClC1=C(C=C(C#N)C=C1)C=1NC2=CC(=C(C(=C2C(C1)=O)F)C=1N=C(NC1)C)F